12-phenyl-11H-indolo[2,3-a]carbazole C1(=CC=CC=C1)N1C=2C=CC=CC2C=2C1=C1NC3=CC=CC=C3C1=CC2